ClC1=CC(=C2CCN(CC2=C1)C(C(C)(C)C)=O)[C@H]1N(CCC1)C(=O)OC(C)(C)C (S)-tert-butyl 2-(7-Chloro-2-pivaloyl-1,2,3,4-tetrahydroisoquinolin-5-yl)pyrrolidine-1-carboxylate